CN(CCNC(=O)C1=NC(=CC=C1)N1CCN(CCC1)C1CCN(CC1)C(C)C)C N-[2-(Dimethylamino)ethyl]-6-{4-[1-(propan-2-yl)piperidin-4-yl]-1,4-diazepan-1-yl}pyridine-2-carboxamide